C[Si](CCOCN1C=NC2=C1C=CC=C2CO)(C)C (1-[[2-(trimethylsilyl)ethoxy]methyl]-1,3-benzodiazol-4-yl)methanol